3-((Trans-4-ethoxycyclohexyl)methyl)-1-((1-(2-(4-fluorophenyl)-2-oxoethyl)piperidin-4-yl)methyl)-1-methylurea C(C)O[C@@H]1CC[C@H](CC1)CNC(N(C)CC1CCN(CC1)CC(=O)C1=CC=C(C=C1)F)=O